CN(C)CC1CN(CCC1(O)C=1C=C(C(=O)N)C=CC1)CCC1=CC=C(C=C1)O syn-3-[3-[(dimethylamino)methyl]-4-hydroxy-1-[2-(4-hydroxyphenyl)ethyl]piperidin-4-yl]benzamide